CC=1N=C(C2=C(N1)NC=C2)N2CC1=C(CC2)N=C(S1)N 4,5,6,7-tetrahydro-5-(2-methyl-7H-pyrrolo[2,3-d]pyrimidin-4-yl)-thiazolo[5,4-c]pyridin-2-amine